N-(2-amino-3-fluoro-2-methylpropyl)-8-[(2,6-difluorobenzyl)oxy]-2,6-dimethylimidazo[1,2-a]pyridine-3-carboxamide NC(CNC(=O)C1=C(N=C2N1C=C(C=C2OCC2=C(C=CC=C2F)F)C)C)(CF)C